COC=1C=C(C=CC1OC)C1=CC=NC=2N1N=C(C2)C(=O)NC2=NC=C(C=C2)N2CCNCC2 7-(3,4-dimethoxyphenyl)-N-(5-(piperazin-1-yl)pyridin-2-yl)pyrazolo[1,5-a]pyrimidine-2-carboxamide